tert-butyl (1R,5S)-8-[3-[(1-benzyloxycarbonylazetidin-3-yl)methoxy]phenyl]-3,8-diazabicyclo[3.2.1]octane-3-carboxylate C(C1=CC=CC=C1)OC(=O)N1CC(C1)COC=1C=C(C=CC1)N1[C@H]2CN(C[C@@H]1CC2)C(=O)OC(C)(C)C